C1(CC1)NC(C1=C(C(=CC=C1)F)SC1=CC=C2C=NNC2=C1)=O N-cyclopropyl-3-fluoro-2-(1H-indazol-6-ylsulfanyl)benzamide